ClC1=C(NC2=NC=CC(=C2F)CNC2CCN(CC2)C(C)=O)C=CC=C1C1=NC=CC(=C1Cl)C1=NC(=C(C=C1)CNCCO)OC 1-[4-[[2-[2-chloro-3-[3-chloro-4-[5-[(2-hydroxyethylamino)methyl]-6-methoxy-2-pyridyl]-2-pyridyl]anilino]-3-fluoro-4-pyridyl]methylamino]-1-piperidyl]ethanone